2-(2-methyl-7-(trifluoromethyl)-9H-carbazole-9-yl)aniline CC1=CC=2N(C3=CC(=CC=C3C2C=C1)C(F)(F)F)C1=C(N)C=CC=C1